N-((2,4-diisopropylpyridin-3-yl)carbamoyl)-6,7-dihydro-5H-pyrazolo[5,1-b][1,3]oxazine-3-sulfonamide C(C)(C)C1=NC=CC(=C1NC(=O)NS(=O)(=O)C=1C=NN2C1OCCC2)C(C)C